N-ethyl-N-(3-propanesulfonyl)aniline sodium salt [Na].C(C)N(C1=CC=CC=C1)S(=O)(=O)CCC